N1=CC(=CC=C1)C=1CC(C=CC1)(\C=C\C(=O)C1=CC=CC=C1)C1=CC=C(C=C1)OC1=NC2=CC=CC=C2N=C1 3-(pyridin-3-yl)-1-(4-(quinoxalin-2-yloxy)phenyl)chalcone